OB1OCC2=C1C=CC=C2 1,3-dihydro-1-hydroxy-2,1-benzoxaborole